(2-methyltetrahydro-2H-pyran-4-yl)methanol CC1OCCC(C1)CO